ClC1=C2CCN(CC2=CC=N1)C(=O)OC(C)(C)C tert-butyl 5-chloro-3,4-dihydro-2,6-naphthyridine-2(1H)-carboxylate